azaindole-benzamide N1C(=NC2=CC=CC=C12)C1=CC=CC=C1C(=O)N